5-(1-(2,6-diisopropylphenyl)-1H-imidazol-2-yl)-3-(3-(1-(2,6-diisopropylphenyl)-1H-imidazol-2-yl)phenyl)-1-phenyl-1,3-dihydro-2H-benzo[d]imidazol-2-one C(C)(C)C1=C(C(=CC=C1)C(C)C)N1C(=NC=C1)C1=CC2=C(N(C(N2C2=CC(=CC=C2)C=2N(C=CN2)C2=C(C=CC=C2C(C)C)C(C)C)=O)C2=CC=CC=C2)C=C1